N-(1-(4-bromobenzyl)-5,6-dimethoxy-1H-benzo[d]imidazol-2-yl)-1-ethyl-3-methyl-1H-pyrazole-5-carboxamide BrC1=CC=C(CN2C(=NC3=C2C=C(C(=C3)OC)OC)NC(=O)C3=CC(=NN3CC)C)C=C1